2',5',6-trifluoro-[1,1'-biphenyl]-2-carbaldehyde FC1=C(C=C(C=C1)F)C=1C(=CC=CC1F)C=O